C(C1=CC=CC=C1)N(C1CCC(CC1)NS(=O)(=O)C=1C=NC(=CC1)N1CCC2(CCCO2)CC1)C N-((1r,4r)-4-(Benzyl(methyl)amino)cyclohexyl)-6-(1-oxa-8-azaspiro[4.5]decan-8-yl)pyridine-3-sulfonamide